1-{4-[(piperidin-1-yl)carbonyl]phenyl}-3-(pyridin-3-ylmethyl)urea N1(CCCCC1)C(=O)C1=CC=C(C=C1)NC(=O)NCC=1C=NC=CC1